N12CCN(CCN(CCN(CCN(CCNCC1)CC1=C(C=CC=C1)O)CCNCCNCC2)CC2=C(C=CC=C2)O)CC2=C(C=CC=C2)O 2,2',2''-((1,4,7,10,13,16,21,24-octaazabicyclo[8.8.8]hexacosane-4,7,13-triyl)tris(methylene))triphenol